C([C@@H]1[C@H]([C@@H]([C@H](C(O1)O)O)O)O)S(=O)(=O)[O-] The molecule is an organosulfonate oxoanion that is the conjugate base of 6-sulfo-D-quinovose, obtained by deprotonation of the sulfonate OH group; major species at pH 7.3. It is a conjugate base of a 6-sulfo-D-quinovose.